C(C)N(C(OC1=CC(=CC=C1)F)=O)C1=C(N=NN1C)C1=NC(=C(C=C1)NS(=O)(=O)C)C (R)-1-(3-fluorophenyl) ethyl(1-methyl-4-(6-methyl-5-(methylsulfonamido) pyridin-2-yl)-1H-1,2,3-triazol-5-yl)carbamate